3,3'-(1,4-phenylene)bis(1-(1-tert-butyl-4,4-dimethyl-1,4,5,6-tetrahydropyridin-3-yl)prop-2-en-1-one) C1(=CC=C(C=C1)C=CC(=O)C1=CN(CCC1(C)C)C(C)(C)C)C=CC(=O)C1=CN(CCC1(C)C)C(C)(C)C